4-(1-naphthyl)benzene C1(=CC=CC2=CC=CC=C12)C1=CC=CC=C1